C(C)C(CC1CC(CCC1)CC(CCCC)CC)CCCC 1,3-Di-(2-ethyl-hexyl)-cyclohexan